C(C)N1C(=CC=C1)C(\C=C\C1=CC=C(C=C1)C(C)C)=O (E)-1-(N-ethyl-pyrrol-2-yl)-3-(4-isopropylphenyl)prop-2-en-1-one